1-{5-[4-(6,7-difluoro-3-quinolylamino)-2-pyrimidinylamino]-4-methoxy-2-pyridyl}-4-methyl-4-piperidinol FC=1C=C2C=C(C=NC2=CC1F)NC1=NC(=NC=C1)NC=1C(=CC(=NC1)N1CCC(CC1)(O)C)OC